1,3-dibromo-2,4-imidazoledione BrN1C(N(C(C1)=O)Br)=O